2-methylene-1,3-propanediol C=C(CO)CO